bis(7-((8-methylnonanoyl)oxy)heptyl) 2-oxopentanedioate O=C(C(=O)OCCCCCCCOC(CCCCCCC(C)C)=O)CCC(=O)OCCCCCCCOC(CCCCCCC(C)C)=O